(E)-3,5-difluoro-2-(4-isopropyl-3-methoxystyryl)pyridine FC=1C(=NC=C(C1)F)\C=C\C1=CC(=C(C=C1)C(C)C)OC